C(C)(=O)C1=NN(C2=CC=C(C=C12)C=1C=NC(=NC1)C)CC(=O)N1C[Si](C[C@H]1C(=O)NC1=NC(=CC=C1)Br)(C)C (R)-1-(2-(3-acetyl-5-(2-Methylpyrimidin-5-yl)-1H-indazol-yl)acetyl)-N-(6-bromopyridin-2-yl)-3,3-dimethyl-1,3-azasilolidine-5-carboxamide